OC=1C2(N3C(=CC=C3C(C1C(=O)OC)=O)C1=CC=C(C=C1)C)CCCC2 Methyl 6'-hydroxy-8'-oxo-3'-(4-methylphenyl)-8'H-spiro[cyclopentane-1,5'-indolizine]-7'-carboxylate